2-(5-OXO-1,4-DIAZEPAN-1-YL)IMIDAZO[1,2-A]PYRIDIN-3-CARBALDEHYDE O=C1NCCN(CC1)C=1N=C2N(C=CC=C2)C1C=O